(5R)-1-amino-5-(2-boronoethyl)-2-(2-(dimethylamino)ethyl)cyclohexanecarboxylic acid NC1(C(CC[C@H](C1)CCB(O)O)CCN(C)C)C(=O)O